(E)-4-(3-(hydroxyamino)-3-oxoprop-1-enyl)-N-(quinolin-6-yl)benzamide ONC(/C=C/C1=CC=C(C(=O)NC=2C=C3C=CC=NC3=CC2)C=C1)=O